N(=[N+]=[N-])CCC[C@H]1CC(N(C1)C(=O)OC(C)(C)C)(C([2H])([2H])[2H])C([2H])([2H])[2H] tert-Butyl (4S)-4-(3-azidopropyl)-2,2-bis(trideuteriomethyl)pyrrolidine-1-carboxylate